2-(chloromethylene)-1-(pyridin-2-yl)butane-1,3-dione ClC=C(C(=O)C1=NC=CC=C1)C(C)=O